C([C@H](O)C1=CC=CC=C1)(=O)O.S1C=CC2=C1[C@@H](OCC2)CNC (S)-1-(4,7-dihydro-5H-thieno[2,3-c]pyran-7-yl)-N-methylmethanamine (R)-mandelate